IC1=CC(=NC=C1)N1CC2(CC2C1)CO (3-(4-iodopyridin-2-yl)-3-azabicyclo[3.1.0]hexan-1-yl)methanol